1,2-dimethylimidazolium hydrogen carbonate C(O)([O-])=O.CN1C(=[NH+]C=C1)C